Methoxydiphenyliodonium nonaflate S(=O)(=O)([O-])C(F)(F)C(F)(F)C(F)(F)C(F)(F)F.COC1=C(C=CC=C1)[I+]C1=CC=CC=C1